BrC=1C(=NN(C1)CC(=O)O)Cl 2-(4-bromo-3-chloropyrazol-1-yl)acetic acid